FC(OC=1C=2N(C=C(C1)C(F)(F)F)C[C@]1(N2)CCOC2=C(C(=CC=C21)B2OC(C(O2)(C)C)(C)C)F)F (S)-8'-(difluoromethoxy)-8-fluoro-7-(4,4,5,5-tetramethyl-1,3,2-dioxaborolan-2-yl)-6'-(trifluoromethyl)-3'H-spiro[chroman-4,2'-imidazo[1,2-a]pyridine]